NCC=1C=CC(=NC1F)C1C(NC(CC1)=O)=O 3-(5-(Aminomethyl)-6-fluoropyridin-2-yl)piperidine-2,6-dione